PC(C)CC 2-phosphinobutane